N-[1-[3-(1-methyl-6-oxo-pyridazin-3-yl)pyrazin-2-yl]ethyl]-3,5-bis(trifluoromethyl)benzamide Allyl-(S)-2-((((9H-fluoren-9-yl)methoxy)carbonyl)amino)-4-amino-4-thioxobutanoate C(C=C)OC([C@H](CC(=S)N)NC(=O)OCC1C2=CC=CC=C2C=2C=CC=CC12)=O.CN1N=C(C=CC1=O)C=1C(=NC=CN1)C(C)NC(C1=CC(=CC(=C1)C(F)(F)F)C(F)(F)F)=O